FC1=C(C=CC=C1)[C@H](C(=O)O)CO (2S)-2-(2-fluorophenyl)-3-hydroxypropanoic acid